S1C(=CC2=C1C=CC=C2)C2=CC=C(C=C2)N(C2=CC=C(C=C2)C2=CC1=C(N=C(O1)C1=CC=CC=C1)C=C2)C2=CC=C(C=C2)C2=NC1=C3N=CC=CC3=CC=C1C=C2 N-(4-benzothien-2-yl-phenyl)-N-(4-[1,10]phenanthroline-2-yl-phenyl)-N-{4-(2-phenyl-benzoxazol-6-yl)-phenyl}-amine